O=C1NC(CCC1N1C(C2=CC=CC(=C2C1=O)NCC=1C=NN(C1)C1CCN(CC1)C(=O)C1(CCC1)C(F)(F)F)=O)=O 2-(2,6-dioxopiperidin-3-yl)-4-(((1-(1-(1-(trifluoromethyl)cyclobutane-1-carbonyl)piperidin-4-yl)-1H-pyrazol-4-yl)methyl)amino)isoindoline-1,3-dione